FC=1C(=C(C=CC1F)[C@@H]1[C@@H](O[C@](C1)(C(F)(F)F)CC)C(=O)NC1=CC(=NC=C1)C(=O)N)OC (2R,3R,5R)-4-[[3-(3,4-difluoro-2-methoxy-phenyl)-5-ethyl-5-(trifluoromethyl)tetrahydrofuran-2-carbonyl]amino]pyridine-2-carboxamide